The molecule is the bis(carbamate ester) of 2-phenylpropane-1,3-diol. An anticonvulsant, it is used in the treatment of epilepsy. It has a role as an anticonvulsant and a neuroprotective agent. C1=CC=C(C=C1)C(COC(=O)N)COC(=O)N